C(C\C=C\CCCCCCCC\C=C\CCCC)OCOCOCC\C=C\CCCCCCCC\C=C\CCCC (3E,13E)-3,13-octadecadienyloxymethyl ether